3-propyl-bicyclo[2.2.1]hept-5-ene-2-carboxylic acid C(CC)C1C(C2C=CC1C2)C(=O)O